CNC1=NC=C2C#CC=3N=CC=C(CN4CCC[C@@H]4COC=4C=CC=C(NC=5N=CC1=C2C5)N4)C3 (10R)-N-methyl-8-oxa-2,14,19,25,29,33-hexazahexacyclo[21.6.2.13,7.116,20.010,14.027,31]tritriaconta-1(30),3,5,7(33),16,18,20(32),23,25,27(31),28-undecaen-21-yn-26-amine